ClS1C[C@H](CN2C(N=C(C3=CC(=CC1=C23)C(F)(F)F)N2C[C@@H](N([C@@H](C2)C)C(=O)OC(C)(C)C)C)=O)C2=CC=NC=C2 tert-butyl (2S,6R)-4-((S)-l-1-chloro-6-oxo-3-(pyridin-4-yl)-10-(trifluoromethyl)-3,4-dihydro-2H,6H-[1,4]thiazepino[2,3,4-ij]quinazolin-8-yl)-2,6-dimethylpiperazine-1-carboxylate